CN1N(C(=CC1=O)C)COCC[Si](C)(C)C 2,5-dimethyl-1-((2-(trimethylsilyl)ethoxy)methyl)-1,2-dihydro-3H-pyrazol-3-one